Cl.N[C@H]1[C@H](CN(CC1)S(=O)(=O)C1=CC=C(C=C1)Br)O (3S,4R)-4-amino-1-((4-bromophenyl)sulfonyl)piperidin-3-ol hydrochloride